C(C)C=1C(NC2=CC(=CN=C2C1)CN1CCN(CC1)C=1C=NC2=C(N=C(C=C2C1)[2H])NC)=O 3-ethyl-7-((4-(8-(methylamino)-1,7-naphthyridin-3-yl-6-d)piperazin-1-yl)methyl)-1,5-naphthyridin-2(1H)-one